cis-(1S,4S) or (1R,4R)-2-(7-Chloro-1H-benzo[d]imidazole-2-carbonyl)-1,4-dimethyl-1,2,3,4-tetrahydropyrrolo[1,2-a]pyrazine-6-carbonitrile ClC1=CC=CC2=C1NC(=N2)C(=O)N2[C@H](C=1N([C@H](C2)C)C(=CC1)C#N)C |o1:13,16|